trimethyl-triethylene-tetraamine CC(N(C)C)CNCCNCCN